[F-].[F-].C(CN)N ethylenediamine difluoride